IC(I)C(=O)C1=CC=CC=C1 diiodomethylphenylketone